N,N-diethyl-2-phthalimidomethyl-1-phenylcyclopropanecarboxamide C(C)N(C(=O)C1(C(C1)CN1C(C=2C(C1=O)=CC=CC2)=O)C2=CC=CC=C2)CC